3-((6-fluoroquinolin-4-yl)amino)-N-(3-(pyridazin-4-ylamino)phenyl)benzamide FC=1C=C2C(=CC=NC2=CC1)NC=1C=C(C(=O)NC2=CC(=CC=C2)NC2=CN=NC=C2)C=CC1